tert-butyl 4-{[(methylsulfonyl)oxy]methyl}-2-azabicyclo[2.1.1]hexane-2-carboxylate CS(=O)(=O)OCC12CN(C(C1)C2)C(=O)OC(C)(C)C